C1(CCCCC1)[C@@H](C(=O)NC1=CC=C(C=C1)C=1C(=NNC1C(=O)O)C)NC(=O)C1=CC=NN1C(C=C)C=C (S)-4-(4-(2-cyclohexyl-2-(1-(penta-1,4-dien-3-yl)-1H-pyrazole-5-carboxamido)acetamido)phenyl)-3-methyl-1H-pyrazole-5-carboxylic acid